FC=1C=C(C(=NC1)OC=1C=CC2=C(N(C(=N2)C(=O)NC2(CS(C2)(=O)=O)C)C)C1)OCC(F)(F)F 6-((5-fluoro-3-(2,2,2-trifluoroethoxy)pyridin-2-yl)oxy)-1-methyl-N-(3-methyl-1,1-dioxidothietan-3-yl)-1H-benzo[d]imidazole-2-carboxamide